Cl.CC1(CC(C1)N)C 3,3-dimethylcyclobutan-1-amine hydrochloride